NC1=NN2C(C=C(C=C2)C2=C3C=CNC3=CC=C2)=C1C(=O)C1CC1 (2-amino-5-(1H-indol-4-yl)pyrazolo[1,5-a]pyridin-3-yl)(cyclopropyl)methanone